(R)-N-(5,6-diaminopyridin-3-yl)-N-ethyl-2-(tetrahydro-2H-pyran-4-yl)propenamide NC=1C=C(C=NC1N)N(C(C(=C)C1CCOCC1)=O)CC